FC=1C=NC(=NC1)N1C2=C(C3=C1N=NC(=C3)C3=C(C=C(C=C3C)C(F)(F)F)OCOC)OCC2 8-(5-Fluoropyrimidin-2-yl)-3-[2-(methoxymethoxy)-6-methyl-4-(trifluoromethyl)phenyl]-7,8-dihydro-6H-furo[2',3':4,5]pyrrolo[2,3-c]pyridazine